3-bromo-2,2-dimethyl-2H-chromene BrC=1C(OC2=CC=CC=C2C1)(C)C